N-(prop-2-yn-1-yl)-5-(2-((4-(trifluoromethyl)phenyl)amino)phenyl)-1,3,4-oxadiazole-2-carboxamide C(C#C)NC(=O)C=1OC(=NN1)C1=C(C=CC=C1)NC1=CC=C(C=C1)C(F)(F)F